C(CCC)OC(=O)N1[C@H]2[C@@H]([C@@H]([C@@H](C1=O)C2)O)O Butyl-(1R,4S,5R,6S)-5,6-dihydroxy-3-oxo-2-azabicyclo[2.2.1]heptane-2-carboxylate